(1H-benzotriazol-1-yloxy)tripyrrolidino-phosphonium hexafluorophosphate F[P-](F)(F)(F)(F)F.N1(N=NC2=C1C=CC=C2)O[P+](N2CCCC2)(N2CCCC2)N2CCCC2